N1CC=C2N1C=CC=C2 1H-pyrazolo[1,5-a]pyridine